3-fluoro-2-hydroxypropane sodium [Na].FCC(C)O